FC(C=1C(=NC=CC1)CN1C(C(=CC=2C1=NC(=CN2)C)C2CCNCC2)=O)F 5-((3-(difluoromethyl)pyridin-2-yl)methyl)-3-methyl-7-(piperidin-4-yl)pyrido[2,3-b]pyrazin-6(5H)-one